C(C)(=O)O[C@H]1[C@H](O[C@H]([C@@H]([C@H]1N=[N+]=[N-])OC(C)=O)SC(C(C)(C)O)C1=C(C=CC=C1)C(F)(F)F)COC(C)=O (2R,3R,4S,5R,6S)-2-(Acetoxymethyl)-4-azido-6-((2-hydroxy-2-methyl-1-(2-(trifluoromethyl)phenyl)propyl)thio)tetrahydro-2H-pyran-3,5-diyl diacetate